2-hydroxy-4-(3,5,7,8-tetrahydroxy-4-oxo-4H-chromen-2-yl)phenolate OC1=C(C=CC(=C1)C=1OC2=C(C(=CC(=C2C(C1O)=O)O)O)O)[O-]